OCCN1N=CC(=C1)C(=O)N1CC2=C(C=C(C=C2CC1)C=1C=C2C(=NC1)NC=C2C)[C@H]2NCCC2 (S)-(1-(2-hydroxyethyl)-1H-pyrazol-4-yl)(6-(3-methyl-1H-pyrrolo[2,3-b]pyridine-5-yl)-8-(pyrrolidin-2-yl)-3,4-dihydroisoquinolin-2(1H)-yl)methanone